3-(N-Benzylformamido)-4-methyl-2-oxopentanoic Acid C(C1=CC=CC=C1)N(C=O)C(C(C(=O)O)=O)C(C)C